C(C)N1CCCC1 Ethyl-(3R)-pyrrolidin